3-[(4-bromo-2-cyano-phenyl)methylene]azetidine-1-carboxylic acid tert-butyl ester C(C)(C)(C)OC(=O)N1CC(C1)=CC1=C(C=C(C=C1)Br)C#N